(1-((7-((2-methyl-[1,1'-biphenyl]-3-yl)methoxy)-5-(pyrazin-2-ylmethoxy)-2,3-dihydro-1H-inden-4-yl)methyl)azetidin-2-yl)methanol CC1=C(C=CC=C1COC=1C=C(C(=C2CCCC12)CN1C(CC1)CO)OCC1=NC=CN=C1)C1=CC=CC=C1